β-propargyloxy-phenylalanine C(C#C)OC([C@H](N)C(=O)O)C1=CC=CC=C1